6-methoxy-4-vinylphenol COC1=CC(=CC=C1O)C=C